ClC=1C=C(C=CC1OC1=CC=C(C=C1)OC(F)(F)F)C1=NC=2N(C(NC(C2N1C)=O)=O)CC(C)O 8-(3-chloro-4-(4-(trifluoromethoxy)phenoxy)phenyl)-3-(2-hydroxypropyl)-7-methyl-3,7-dihydro-1H-purine-2,6-dione